C(#N)C1CCC(CC1)N1N=CC(=C1)NC1=NC=C(C(=N1)C1=CC=C(C(=O)O)C=C1)C 4-(2-((1-(4-Cyanocyclohexyl)-1H-pyrazol-4-yl)amino)-5-methylpyrimidin-4-yl)benzoic Acid